2'-amino-5'-bromo-1-isopropyl-[3,3'-bipyridine]-6(1H)-one NC1=NC=C(C=C1C1=CN(C(C=C1)=O)C(C)C)Br